dichloroacetate ammonium [NH4+].ClC(C(=O)[O-])Cl